C1CCCC2=NC3=CC=CC=C3C(=C12)NCCCCNC(=O)[C@@H]1CNCCC1 (S)-N-(4-((1,2,3,4-tetrahydroacridin-9-yl)amino)butyl)piperidine-3-carboxamide